C1(=C(C=CC=C1)P(C1=C(C[Pd])C=CC=C1)C1=C(C=CC=C1)C)C 2-(di-o-tolylphosphino)benzyl-palladium